ClC=1C=C(C=CC1F)C(C=1NC(=C(N1)S(=O)(=O)C)C=C)C1=CC(=C(C=C1)F)Cl 2-(bis(3-chloro-4-fluorophenyl)methyl)-4-(methylsulfonyl)-5-vinyl-1H-imidazole